COC1=C(C=CC=C1)C=1N=C(SC1)N1N=C(C=C1O)C [4-(2-methoxyphenyl)thiazol-2-yl]-3-methyl-1H-pyrazol-5-ol